CN1N=CC(=C1)N1N=CC2=CC=C(C=C12)OC1CCCC=2C=C(C=NC12)C#N 8-((1-(1-methyl-1H-pyrazol-4-yl)-1H-indazol-6-yl)oxy)-5,6,7,8-tetrahydroquinoline-3-carbonitrile